6-Methoxyhexa-hydro-4,7-methanoindan COC1CC2C3CCCC3C1C2